C[C@H](C1=CC=C(C=C1)CC(C)C)C(=O)O (-)-ibuprofen